(S)-(1-(4-(2-(4-cyanophenyl)-2-oxoacetamido)-3-nitrophenyl)pyrrolidin-3-yl)carbamic acid tert-butyl ester C(C)(C)(C)OC(N[C@@H]1CN(CC1)C1=CC(=C(C=C1)NC(C(=O)C1=CC=C(C=C1)C#N)=O)[N+](=O)[O-])=O